CNC(=O)C=1C(=NC=C(C1)C(F)(F)F)N1CCN(CC1)C(=O)C1CC(C1)NC(OC(C)(C)C)=O tert-butyl ((1R,3R)-3-(4-(3-(methylcarbamoyl)-5-(trifluoromethyl)pyridin-2-yl)piperazine-1-carbonyl)cyclobutyl)carbamate